NCCNCCC[Si](OC)(OC)C [3-(2-aminoethylamino)propyl]methyldimethoxysilane